ClC=1C=CC(=C(C1)C=1C=C(C=2OCCNC2N1)NC1=C(C=NC=C1)C(=O)NC1CC1)F 4-{[6-(5-chloro-2-fluorophenyl)-2H,3H,4H-pyrido[3,2-b][1,4]-oxazin-8-yl]amino}-N-cycloprop-ylpyridine-3-carboxamide